O=C([C@@H](C)NC(C)=O)N1CCN(CC1)C1=CC(=C(C=C1)[2H])OC(F)(F)F (R)-N-(1-oxo-1-(4-(3-(trifluoromethoxy)phenyl-4-d)piperazin-1-yl)propan-2-yl)acetamide